ClC=1C=NN2C1N=C(N=C2NC2CCC(CC2)N(C)C)C2=C(C=C(C=C2F)F)F (1r,4r)-N1-(8-chloro-2-(2,4,6-trifluorophenyl)pyrazolo[1,5-a][1,3,5]triazin-4-yl)-N4,N4-dimethylcyclohexane-1,4-diamine